4-Fluoro-1-methyl-2-(4-(methylsulfonyl)phenyl)-5-(1-(8-(oxetan-3-yl)-8-azabicyclo[3.2.1]octan-3-yl)piperidin-4-yl)-1H-benzo[d]imidazol FC1=C(C=CC=2N(C(=NC21)C2=CC=C(C=C2)S(=O)(=O)C)C)C2CCN(CC2)C2CC1CCC(C2)N1C1COC1